N-(Fmoc)-valine C(=O)(OCC1C2=CC=CC=C2C2=CC=CC=C12)N[C@@H](C(C)C)C(=O)O